NC1=NC=C2C=C(N=CC2=C1)C=1C(=CC(=NC1)C(CC)=O)C 1-(5-(7-amino-2,6-naphthyridin-3-yl)-4-methylpyridin-2-yl)propan-1-one